11-((2-(2,6-dioxopiperidin-3-yl)-1-oxoisoindoline-4-yl)thio)undecanoic acid O=C1NC(CCC1N1C(C2=CC=CC(=C2C1)SCCCCCCCCCCC(=O)O)=O)=O